2,6-di-tert-butyl-4-(2-chloro-4-fluorobenzylidene)cyclohexen C(C)(C)(C)C1=CC(CC(C1)=CC1=C(C=C(C=C1)F)Cl)C(C)(C)C